C1(=CC=CC=C1)CC(=O)O[C@@]1(OC(C[C@@H]1NC(=O)[C@@]1(CC(=NO1)C1=NC=CC2=CC=CC=C12)C(C)C)=O)CF (2S,3S)-2-(fluoromethyl)-3-((R)-5-isopropyl-3-(isoquinolin-1-yl)-4,5-dihydroisoxazole-5-carboxamido)-5-oxotetrahydrofuran-2-yl 2-phenylacetate